C(C)(C)(C)OC(NC1(CCN(CC1)C(C(C)(C)O)=O)C)=O (1-(2-hydroxy-2-methylpropanoyl)-4-methylpiperidin-4-yl)carbamic acid tert-butyl ester